5-(4-Fluorophenyl)-2-(methylsulfonyl)-thiazole-4-carboxamide FC1=CC=C(C=C1)C1=C(N=C(S1)S(=O)(=O)C)C(=O)N